3-cycloheptyl-4-(2-methoxyethyl)-1,3,4,5-tetrahydro-2H-benzo[1,4]diazepin-2-one C1(CCCCCC1)C1C(NC2=C(CN1CCOC)C=CC=C2)=O